(R)-8-(3-fluorobenzyl)-7-ethyl-2-[2-methoxy-4-(2-(4-methylpiperazin-1-yl)-2-oxoethylsulfonyl)phenylamino]-5-methyl-7,8-dihydropterin FC=1C=C(CN2C(CN(C=3C(N[C@](NC23)(N)NC2=C(C=C(C=C2)S(=O)(=O)CC(=O)N2CCN(CC2)C)OC)=O)C)CC)C=CC1